2-mercapto-4,5-dimethylbenzoic acid SC1=C(C(=O)O)C=C(C(=C1)C)C